2-((3,4-difluorophenyl)carbamoyl)pyrrolidine-1-carboxylic acid tert-butyl ester C(C)(C)(C)OC(=O)N1C(CCC1)C(NC1=CC(=C(C=C1)F)F)=O